O[C@@H](COC1=CC=C(C(=O)OCC2=CC=CC=C2)C=C1)CC1=NN=NN1C benzyl (R)-4-(2-hydroxy-3-(1-methyl-1H-tetrazol-5-yl)propoxy)benzoate